(E)-(2,6-difluorostyryl)(imino)(pyridin-2-yl)-λ6-sulfanone FC1=C(/C=C/S(=O)(C2=NC=CC=C2)=N)C(=CC=C1)F